FC=1C=2N(C=C(C1)NC(=O)C1=CC=C(C3=CN(N=C13)CC1COC1)N1CCN(CC1)C(=O)OC(C)(C)C)C=C(N2)C tertbutyl 4-[7-({8-fluoro-2-methylimidazo[1,2-a]pyridin-6-yl} carbamoyl)-2-(oxetan-3-ylmethyl)indazol-4-yl]piperazine-1-carboxylate